NC1=NC=CC=C1C1=NC=2C(=NC(=CC2)N2N=CC=C2)N1C=1C=C2CC[C@@H](C2=CC1)NC(CC1=NC=CC=C1)=O (S)-N-(5-(2-(2-aminopyridin-3-yl)-5-(1H-pyrazol-1-yl)-3H-imidazo[4,5-b]pyridin-3-yl)-2,3-dihydro-1H-inden-1-yl)-2-(pyridin-2-yl)acetamide